FC=1C=C(C=CC1F)[C@H]1[C@@H](CN(C1)CCOC)NC(=O)NC1=C(C(=NN1C1=CC=CC=C1)C=1C=NN(C1)C(C)C)C 1-((3S,4R)-4-(3,4-difluorophenyl)-1-(2-methoxyethyl)pyrrolidin-3-yl)-3-(1'-isopropyl-4-methyl-1-phenyl-1H,1'H-[3,4'-bipyrazole]-5-yl)urea